(2-hydroxynaphthalen-1-yl)-2,3-dihydroquinazolin-4(1H)-one OC1=C(C2=CC=CC=C2C=C1)N1CNC(C2=CC=CC=C12)=O